NC1(CN(C1)C1=NC2=C(C(=CC=C2C(=N1)N1C[C@H]2CC[C@@H](C1)N2)C2=CC(=CC1=CC=CC=C21)O)F)CCO 4-(2-(3-amino-3-(2-hydroxyethyl)azetidin-1-yl)-4-((1R,5S)-3,8-diazabicyclo[3.2.1]octan-3-yl)-8-fluoroquinazolin-7-yl)naphthalen-2-ol